6-Ethyl-3-((4-(4-(7-(hydroxyamino)-7-oxoheptanoyl)piperazin-1-yl)-3-methoxyphenyl)amino)-5-((tetrahydro-2H-pyran-4-yl)amino)pyrazine-2-carboxamide C(C)C1=C(N=C(C(=N1)C(=O)N)NC1=CC(=C(C=C1)N1CCN(CC1)C(CCCCCC(=O)NO)=O)OC)NC1CCOCC1